NC1(CCN(CC1)C1=NC(=C2C(=N1)NN=C2C2=C(C1=CN(N=C1C=C2)C(F)F)Cl)C(=O)N)C2=CC=CC=C2 6-(4-amino-4-phenylpiperidin-1-yl)-3-(4-chloro-2-(Difluoromethyl)-2H-indazol-5-yl)-1H-pyrazolo[3,4-d]pyrimidine-4-carboxamide